2-(diethoxymethyl)-1H-pyrrolo[3,2-c]pyridine-6-carbonitrile Potassium tert-butoxide CC(C)(C)[O-].[K+].C(C)OC(C1=CC=2C=NC(=CC2N1)C#N)OCC